FC1=C(C(=CC=2SC(=CC21)C=O)OC)OC 4-fluoro-5,6-dimethoxybenzo[b]thiophene-2-carbaldehyde